2-(2,4-dichlorophenyl)-5-[3-(trifluoromethyl)-1H-pyrazol-4-yl]-1-{[2-(trimethylsilyl)ethoxy]methyl}-1H-pyrrole-3-carboxamide ClC1=C(C=CC(=C1)Cl)C=1N(C(=CC1C(=O)N)C=1C(=NNC1)C(F)(F)F)COCC[Si](C)(C)C